3,4-Dimethyl-1-(4-methylbenzyl)-3-((phenylseleno)methyl)-5-(p-tolyl)-1H-pyrrol-2(3H)-one CC1(C(N(C(=C1C)C1=CC=C(C=C1)C)CC1=CC=C(C=C1)C)=O)C[Se]C1=CC=CC=C1